FC(C(=O)O)(F)F.N[C@H]1C(C(=C(C([C@@H]1C1=C(C2=NC(=CC(=C2S1)NCC=1OC=CC1)Cl)C)([2H])[2H])[2H])[2H])([2H])[2H] 2-((1S,6S)-6-aminocyclohex-3-en-1-yl-2,2,3,4,5,5-d6)-5-chloro-N-(furan-2-ylmethyl)-3-methylthieno[3,2-b]pyridin-7-amine trifluoroacetate